dioctadecyl-5-tert-butyl-4-hydroxy-3-methylbenzyl phosphonate, calcium salt [Ca+2].P(OC(C1=CC(=C(C(=C1)C(C)(C)C)O)C)(CCCCCCCCCCCCCCCCCC)CCCCCCCCCCCCCCCCCC)([O-])=O.C(CCCCCCCCCCCCCCCCC)C(C1=CC(=C(C(=C1)C(C)(C)C)O)C)(CCCCCCCCCCCCCCCCCC)OP([O-])=O